N[C@@H](C(C)C)C(=O)O[C@@H]1[C@H](O[C@@]([C@@H]1O)(C#N)C1=CC=C2C(=NC=NN21)NC(CCC)=O)COC(CC2CCCCC2)=O (2R,3S,4R,5R)-5-(4-butyramidopyrrolo[2,1-f][1,2,4]triazin-7-yl)-5-cyano-2-((2-cyclohexylacetoxy)methyl)-4-hydroxytetrahydrofuran-3-yl L-valinate